1-(4-(6-chloro-2-(3-((dimethyl-amino)methyl)azetidin-1-yl)-8-fluoro-7-(5-methyl-1H-indazol-4-yl)quinazolin-4-yl)piperazin-1-yl)prop-2-en-1-one ClC=1C=C2C(=NC(=NC2=C(C1C1=C2C=NNC2=CC=C1C)F)N1CC(C1)CN(C)C)N1CCN(CC1)C(C=C)=O